dodecyl-neopentylsilane C(CCCCCCCCCCC)[SiH2]CC(C)(C)C